N1C(NCC=2C1=NC=NC2)=O 4H-pyrimido[4,5-d]pyrimidin-2-one